(2R,5S)-2-((2,6-dichloropyridin-3-yl)methyl)-5-isopropyl-3,6-dimethoxy-2,5-dihydropyrazine ClC1=NC(=CC=C1C[C@H]1N=C([C@@H](N=C1OC)C(C)C)OC)Cl